ClC=1C=C(NCC(C)C)C=C(C1)Cl 3,5-dichloro-N-isobutylaniline